6-chloro-N-(5-fluoro-1,1-dioxo-2,3-dihydro-1-benzothien-6-yl)-1H-indole-3-sulfonamide ClC1=CC=C2C(=CNC2=C1)S(=O)(=O)NC1=CC2=C(CCS2(=O)=O)C=C1F